N-cyclopropylsulfonyl-6-[3-(2,2-dimethylpropoxy)pyrazol-1-yl]-2-[(4S)-2,2,4-trimethylpyrrolidin-1-yl]pyridine-3-carboxamide C1(CC1)S(=O)(=O)NC(=O)C=1C(=NC(=CC1)N1N=C(C=C1)OCC(C)(C)C)N1C(C[C@@H](C1)C)(C)C